ethyl 2-(2-fluorophenyl)-4H-pyrrolo[2,3-d]thiazole-5-carboxylate FC1=C(C=CC=C1)C=1SC2=C(N1)NC(=C2)C(=O)OCC